N'-[(4E)-7-(4,4-difluoropiperidine-1-carbonyl)-2,3-dihydro-1-benzopyran-4-ylidene]-4-methylbenzenesulfonohydrazide FC1(CCN(CC1)C(=O)C1=CC2=C(\C(\CCO2)=N\NS(=O)(=O)C2=CC=C(C=C2)C)C=C1)F